ethyl (3R)-3-(3,7-dimethyl-3H-[1,2,3]triazolo[4,5-b]pyridin-6-yl)-3-(7-{[(2R)-2-ethyl-7-hydroxy-2,3-dihydropyrido[2,3-f][1,4]oxazepin-4(5H)-yl]methyl}-1-benzothiophen-5-yl)propanoate CN1N=NC=2C1=NC=C(C2C)[C@H](CC(=O)OCC)C=2C=C(C1=C(C=CS1)C2)CN2C[C@H](OC1=C(C2)N=C(C=C1)O)CC